FC(C1=CC=C2C=CC=NC2=C1)F 7-(difluoromethyl)quinoline